2-((9H-purin-6-ylamino)methyl)-3-(2-fluorophenyl)-4H-chromen-4-one N1=CN=C2NC=NC2=C1NCC=1OC2=CC=CC=C2C(C1C1=C(C=CC=C1)F)=O